(2R,4R)-1-(3-chloro-2-fluorobenzyl)-4-((3-fluoro-6-((4-fluoro-5-methyl-1H-pyrazol-3-yl)amino)-pyridin-2-yl)methyl)-2-methyl-piperidine-4-carboxylic acid ClC=1C(=C(CN2[C@@H](C[C@@](CC2)(C(=O)O)CC2=NC(=CC=C2F)NC2=NNC(=C2F)C)C)C=CC1)F